o-nitrophenyl octyl ether C(CCCCCCC)OC1=C(C=CC=C1)[N+](=O)[O-]